trans-4-((3-(2-Iso-propyloxazol-4-yl)-phenyl)((trans-4-(4-methoxy-3-methyl-phenyl)cyclohexyl)-methyl)carbamoyl)-cyclohexyl 3-hydroxy-azetidine-1-carboxylate OC1CN(C1)C(=O)O[C@@H]1CC[C@H](CC1)C(N(C[C@@H]1CC[C@H](CC1)C1=CC(=C(C=C1)OC)C)C1=CC(=CC=C1)C=1N=C(OC1)C(C)C)=O